5-Fluoro-N,N-diisopropyl-2-(2-methyl-3-(piperidine-4-carbonyl)-1H-pyrrolo[2,3-c]pyridin-1-yl)benzamide FC=1C=CC(=C(C(=O)N(C(C)C)C(C)C)C1)N1C(=C(C=2C1=CN=CC2)C(=O)C2CCNCC2)C